1-(4-(2-(4-bromophenyl)-propan-2-yl)thiazol-2-yl)-3-(1-(3,5-difluoro-4-(piperazin-1-yl)phenyl)-ethyl)urea BrC1=CC=C(C=C1)C(C)(C)C=1N=C(SC1)NC(=O)NC(C)C1=CC(=C(C(=C1)F)N1CCNCC1)F